azaspiro[4.5]decane-2,8-dione N1C(CCC12CCC(CC2)=O)=O